C(NC(=O)CCCCCCCCC)NC(=O)CCCCCCCCC N,N'-methylenebis(capramide)